(S)-Fmoc-3-amino-2-(tert-butoxymethyl)propionic acid C(=O)(OCC1C2=CC=CC=C2C2=CC=CC=C12)[C@@](C(=O)O)(CN)COC(C)(C)C